1-Palmitoyl-2-linoleoyl-sn-glycero-3-phosphoethanolamin C(CCCCCCCCCCCCCCC)(=O)OC[C@@H](OC(CCCCCCC\C=C/C\C=C/CCCCC)=O)COP(=O)(O)OCCN